C(C1=CC=CC=C1)(=O)C1=[N+](ON=C1C(C1=CC=CC=C1)=O)[O-] 3,4-Dibenzoyl-1,2,5-oxadiazole-2-oxide